2-(5-fluoro-pyridin-2-yl)-6-(3-pyridin-4-yl-propoxy)-3H-quinazolin-4-one hydrochloride Cl.FC=1C=CC(=NC1)C1=NC2=CC=C(C=C2C(N1)=O)OCCCC1=CC=NC=C1